tert-butyl 4-[[1-(2,6-dibenzyloxy-3-pyridyl)-3-methyl-2-oxo-benzimidazol-5-yl]amino]piperidine-1-carboxylate C(C1=CC=CC=C1)OC1=NC(=CC=C1N1C(N(C2=C1C=CC(=C2)NC2CCN(CC2)C(=O)OC(C)(C)C)C)=O)OCC2=CC=CC=C2